NC1=CC(=C(C=C1)N1CCC(CC1)N1CC2(C1)CC(C2)C(=O)OC(C)(C)C)F tert-butyl 2-(1-(4-amino-2-fluorophenyl)piperidin-4-yl)-2-azaspiro[3.3]heptane-6-carboxylate